tert-butyl 3-(2-(3-(2-((2-fluorophenyl)sulfonyl)hydrazine-1-carbonyl)-5-methylphenyl)pyridin-4-yl)pyrrolidine-1-carboxylate FC1=C(C=CC=C1)S(=O)(=O)NNC(=O)C=1C=C(C=C(C1)C)C1=NC=CC(=C1)C1CN(CC1)C(=O)OC(C)(C)C